(E)-1-(5,6-dimethoxyisoindolin-2-yl)-3-(2-phenylimidazo[1,2-a]pyridin-3-yl)prop-2-en-1-one COC=1C=C2CN(CC2=CC1OC)C(\C=C\C1=C(N=C2N1C=CC=C2)C2=CC=CC=C2)=O